Cl.C(C)C1=CC2=C(C(C=3NC4=CC(=CC=C4C3C2=O)C#N)(C)C)C=C1N1CCC(CC1)N1CCOCC1 9-Ethyl-6,6-dimethyl-8-[4-(morpholin-4-yl)piperidin-1-yl]-11-oxo-6,11-dihydro-5H-benzo[b]carbazole-3-carbonitrile hydrochloride